C(CCCCCCCCCCCCCCCCCCCCC)OC(\C(=C/C(=O)OCCCCCCCCCCCCCCCCCCCCCC)\CCCCCCCCCCCCCCCCCC)=O.C(#N)C12CCC(CC1)(CC2)NC(C2=C(C=CC(=C2)C(F)(F)F)S(=O)(=O)C)=O N-(4-cyanobicyclo[2.2.2]oct-1-yl)-2-(methylsulfonyl)-5-(trifluoromethyl)benzamide dibehenylstearyl-maleate